7-[[4-[[(1S)-2-hydroxy-1-phenyl-ethyl]amino]-5-oxazol-2-yl-pyrimidin-2-yl]amino]-2-methyl-1,4-dihydroisoquinolin-3-one OC[C@H](C1=CC=CC=C1)NC1=NC(=NC=C1C=1OC=CN1)NC1=CC=C2CC(N(CC2=C1)C)=O